C(C1=CC=CC=C1)OC(=O)N1CC(C1)(O)C1=CC(=C(C=C1)Cl)Cl 3-(3,4-dichlorophenyl)-3-hydroxy-azetidine-1-carboxylic acid benzyl ester